S1C=NC2=C1C(=CC=C2)C=2OC1=C(N2)C=CC=C1 2-(7-benzothiazolyl)benzoxazole